(8aR,10S)-10-((4-(Benzylamino)-3-chloro-5-iodopyridin-2-yl)oxy)-5-methyl-3,4,8a,9,10,11-hexahydro-2H,8H,13H-chromeno[8,7-f]pyrrolo[2,1-c][1,4]oxazepin-13-one C(C1=CC=CC=C1)NC1=C(C(=NC=C1I)O[C@H]1C[C@@H]2COC=3C(C(N2C1)=O)=C1OCCCC1=C(C3)C)Cl